N1CCC(CC1)C=1N=NC2=CC=CC=C2C1 (piperidin-4-yl)cinnoline